C(C=C)[N-]CC=C dl-N,N-diallylamide